2-((1R,4R)-4-(2-(2-((R)-3-hydroxypyrrolidin-1-yl)-2-oxoethyl)imidazo[4,5-d]pyrrolo[2,3-b]pyridin-1(6H)-yl)cyclohexyl)acetonitrile O[C@H]1CN(CC1)C(CC1=NC=2C(=C3C(=NC2)NC=C3)N1C1CCC(CC1)CC#N)=O